O[C@@H](CC(=O)[O-])C.[Ca+2].O[C@@H](CC(=O)[O-])C calcium R-β-hydroxybutyrate